Cl.Cl.CN1N=CC(=C1)C=1N=C(C=2N(C1)N=CC2)O[C@@H]2C[C@H](CC2)N (trans)-3-((6-(1-methyl-1H-pyrazol-4-yl)pyrazolo[1,5-a]pyrazin-4-yl)oxy)cyclopentan-1-amine dihydrochloride